1,1,3-trichloro-2,2,3,3-tetrafluoropropane ClC(C(C(F)(F)Cl)(F)F)Cl